3-(4-bromo-1H-pyrazol-1-yl)-3-cyclopentylpropionic acid cyclopentyl ester C1(CCCC1)OC(CC(C1CCCC1)N1N=CC(=C1)Br)=O